O.O.O.[Ru](Cl)(Cl)Cl ruthenium (III) chloride trihydrate